3-(4-(1H-pyrazol-4-yl)phenyl)-1-(3-methoxybenzyl)-2-oxo-1,3,8-triazaspiro[4.5]decane-8-carboxylic acid neopentyl ester C(C(C)(C)C)OC(=O)N1CCC2(CN(C(N2CC2=CC(=CC=C2)OC)=O)C2=CC=C(C=C2)C=2C=NNC2)CC1